C(\C(\C)=C\C(=O)[O-])(=O)OCCCC mono-n-butyl mesaconate